manganese(III) 5,10,15,20-tetrakis(N-n-hexyl-pyridinium-2-yl)porphyrin C(CCCCC)[N+]1=C(C=CC=C1)C=1C2=CC=C(N2)C(=C2C=CC(C(=C3C=CC(=C(C=4C=CC1N4)C4=[N+](C=CC=C4)CCCCCC)N3)C3=[N+](C=CC=C3)CCCCCC)=N2)C2=[N+](C=CC=C2)CCCCCC.[Mn+3]